CN1N=CC(=C1)C1=CC=C2C(=NC=NC2=C1)C1=C(N=CN1COCC[Si](C)(C)C)C1=CC=CC=C1 7-(1-methyl-1H-pyrazol-4-yl)-4-(4-phenyl-1-((2-(trimethylsilyl)ethoxy)methyl)-1H-imidazol-5-yl)quinazoline